O[C@@H]1C[C@H]2[C@@H]3CCC([C@@]3(C)CC[C@@H]2[C@]2(CCC(CC12)CC(=O)O)C)=O 2-(6β-hydroxy-17-ketoandrostan-3-yl)acetic acid